COC(CN(CCC(C(=O)O)NC1=NC=C(C=N1)C(F)(F)F)CCCCC1=NC=2NCCCC2C=C1)C 4-((2-methoxypropyl)(4-(5,6,7,8-tetrahydro-1,8-naphthyridin-2-yl)butyl)amino)-2-((5-(trifluoromethyl)pyrimidin-2-yl)amino)butanoic acid